(3-carbamoyl-5-(pyridin-3-yl)-1H-indol-1-yl)acetic acid TFA salt OC(=O)C(F)(F)F.C(N)(=O)C1=CN(C2=CC=C(C=C12)C=1C=NC=CC1)CC(=O)O